ethyl (E)-3-(3-iodo-4-(trifluoromethoxy)phenyl)acrylate IC=1C=C(C=CC1OC(F)(F)F)/C=C/C(=O)OCC